3-amino-2-(6-methylpyridin-2-yl)-N-[3-(1H-pyrazol-4-yl)-1H-indol-7-yl]propanamide NCC(C(=O)NC=1C=CC=C2C(=CNC12)C=1C=NNC1)C1=NC(=CC=C1)C